CCCCCCCC/C=C\\CCCCCCCC(=O)N[C@@H](CO)C(=O)O The molecule is an L-serine derivative resulting from the formal condensation of the carboxy group of oleic acid with the amino group of L-serine. It has a role as a bone density conservation agent and a mouse metabolite. It is a L-serine derivative and a N-(fatty acyl)-L-alpha-amino acid. It derives from an oleic acid. It is a conjugate acid of a N-oleoyl-L-serinate.